[1,1'-binaphthalene]-2,2'-diyl diacetate C(C)(=O)OC1=C(C2=CC=CC=C2C=C1)C1=C(C=CC2=CC=CC=C12)OC(C)=O